ClC=1C=C(C=CC1OC)S(=O)(=O)NCOC 3-chloro-4-methoxy-N-methoxymethyl-benzenesulfonamide